(1R,2R)-2-(CHLOROMETHYL)CYCLOPROPANECARBOXYLIC ACID ClC[C@H]1[C@@H](C1)C(=O)O